[S+2].C(C)[NH3+] ethyl-ammonium sulfur